S1C(=NC2=C1C=CC=C2)NC(=O)C=2C=CC=C1CCN(CC21)C2=CC=C(C(=N2)C(=O)OC(C)(C)C)C2=C(C(=CC=C2)OC2CC1(C2)CCN(CC1)CC(=O)OCC)C(F)(F)F tert-butyl 6-(8-(benzo[d]thiazol-2-ylcarbamoyl)-3,4-dihydroisoquinolin-2(1H)-yl)-3-(3-((7-(2-ethoxy-2-oxoethyl)-7-azaspiro[3.5]nonan-2-yl)oxy)-2-(trifluoromethyl)phenyl)picolinate